(2R)-((1R)-acetamido-(2S)-methoxy-(2S)-methylpentyl)-(5R)-carboxymethyl-(3S)-Z-propenyl-pyrrolidine-1-carboxylic acid tert-butyl ester C(C)(C)(C)OC(=O)N1[C@@]([C@H](CC1)[C@@]([C@H](CCC)NC(C)=O)(C)OC)(\C=C/C)CC(=O)O